7,8-Dichloro-1-methyl-10-(propylamino)-3,4,5,6-tetrahydroazepino[4,5-b]indol-2(1H)-one ClC1=C(C=C(C=2C3=C(NC12)CCNC(C3C)=O)NCCC)Cl